N,N-dimethyl-2-(2-pyrimidin-2-ylpyrimidin-5-yl)-3,4-dihydro-1H-isoquinolin-6-amine CN(C=1C=C2CCN(CC2=CC1)C=1C=NC(=NC1)C1=NC=CC=N1)C